(1S,2S,3R,4S,5S)-5-((5-((4-azido-2-nitrophenyl)amino)pentyl)amino)-1-(hydroxymethyl)cyclohexane-1,2,3,4-tetraol N(=[N+]=[N-])C1=CC(=C(C=C1)NCCCCCN[C@@H]1[C@@H]([C@H]([C@@H]([C@@](C1)(O)CO)O)O)O)[N+](=O)[O-]